C1(=CC=C(C=C1)C[C@@H](C(=O)O)N(C)C(=O)OC(C)(C)C)C1=CC=CC=C1 (S)-3-([1,1'-Biphenyl]-4-yl)-2-((tert-butoxycarbonyl)(methyl)amino)propanoic acid